2-(methylsulfonyl)-7-nitro-5H-pyrrolo[3,2-d]pyrimidine CS(=O)(=O)C=1N=CC2=C(N1)C(=CN2)[N+](=O)[O-]